ClC1=CC(=C(C=C1)[C@@]1(OC2=C(O1)C=CC=C2C2CCN(CC2)CC=2N(C(=CN2)/C=C(/C(=O)O)\C)C[C@H]2OCC2)C)F (E)-3-(2-((4-((S)-2-(4-chloro-2-fluorophenyl)-2-methylbenzo[d][1,3]dioxol-4-yl)piperidin-1-yl)methyl)-1-(((S)-oxetan-2-yl)methyl)-1H-imidazol-5-yl)-2-methylacrylic acid